(1r,5s,6r)-6-(4-cyclopropyl-5,5-dimethyl-4,5-dihydro-1,2,4-oxadiazol-3-yl)-3-azabicyclo[3.1.0]hexane-3-carboxylic acid tert-butyl ester C(C)(C)(C)OC(=O)N1C[C@H]2C([C@H]2C1)C1=NOC(N1C1CC1)(C)C